[Al+3].[O-2].[Zn+2].[Zn+2].[Zn+2] trizinc oxide aluminum